C(C)C1=C(N=C(N1)C1=CC=C(C=C1)OC)C1=CC=NC=C1 4-[5-ethyl-2-(4-methoxyphenyl)-1H-imidazol-4-yl]pyridine